BrC1=C(C=C2C(=NC(=NC2=C1Cl)C)C=1C(=C(C(=CC1C(C)C)C(C)C)S(=O)(=O)O)C(C)C)I 7-bromo-8-chloro-6-iodo-2-methylquinazolin-4-yl-2,4,6-triisopropylbenzenesulfonic acid